tert-butyl 2-oxo-1,2-dihydro-3H-imidazo[4,5-b]pyridine-3-carboxylate O=C1NC=2C(=NC=CC2)N1C(=O)OC(C)(C)C